OCC1=C(CNC(OC(C)(C)C)=O)C=CC(=C1)B1OC(C(O1)(C)C)(C)C tert-butyl (2-(hydroxymethyl)-4-(4,4,5,5-tetramethyl-1,3,2-dioxaborolan-2-yl)benzyl)carbamate